[N+](=O)([O-])C1=NC=CC=C1N1CCC(CC1)NC(OC(C)(C)C)=O tert-butyl (1-(2-nitropyridin-3-yl)piperidin-4-yl)carbamate